C1(=CC=C(C=C1)CC(=O)NC1=CN(C(C=C1)=O)C1=CC(=CC=C1)F)C1=CC=CC=C1 2-([1,1'-biphenyl]-4-yl)-N-(1-(3-fluorophenyl)-6-oxo-1,6-dihydropyridin-3-yl)acetamide